F[B-](F)(F)F.C(=C)[N+]1=CN(C=C1)CC=C 3-vinyl-1-(2-propen-1-yl)-1H-imidazolium tetrafluoroborate